2-Ethyl-6-(piperazin-1-yl)imidazo[1,2-a]pyrazine C(C)C=1N=C2N(C=C(N=C2)N2CCNCC2)C1